[Si](C)(C)(C(C)(C)C)OCC1=C(N=CC(=N1)C(=O)OC)OC methyl 6-{[(tert-butyldimethylsilyl)oxy]methyl}-5-methoxypyrazine-2-carboxylate